5-[(3R,5S)-3,5-dimethylpiperazin-1-yl]-N-(8-fluoro-2-methyl-imidazo[1,2-a]pyridin-6-yl)-2-oxo-chromene-8-carboxamide C[C@@H]1CN(C[C@@H](N1)C)C1=C2C=CC(OC2=C(C=C1)C(=O)NC=1C=C(C=2N(C1)C=C(N2)C)F)=O